S1NC=CC=C1 thiazainine